CN1C=C(C=CC1=O)C1(CC1)OCC(=O)N1CC2CCC(C1)N2C2=NC=C(C#N)C=C2 6-(3-(2-(1-(1-methyl-6-oxo-1,6-dihydropyridin-3-yl)cyclopropoxy)acetyl)-3,8-diazabicyclo[3.2.1]octan-8-yl)nicotinonitrile